N[C@@]1(CN(CC1)C1=C(C(=NC=C1C(=O)NCC(C)C)C#N)C1=CC(=NC=C1)C(F)(F)F)C 4-[(3S)-3-amino-3-methylpyrrolidin-1-yl]-2-cyano-N-(2-methylpropyl)-2'-(trifluoromethyl)-[3,4'-bipyridine]-5-carboxamide